methyl (E)-2-(2-(dimethylamino)vinyl)-5-nitrobenzoate CN(/C=C/C1=C(C(=O)OC)C=C(C=C1)[N+](=O)[O-])C